{4-[dimethoxy-(4-phenylthiophenyl)methyl]phenyl}(di-p-tolyl)sulfonium p-toluenesulfonate CC1=CC=C(C=C1)S(=O)(=O)[O-].COC(C1=CC=C(C=C1)[S+](C1=CC=C(C=C1)C)C1=CC=C(C=C1)C)(C1=CC=C(C=C1)SC1=CC=CC=C1)OC